rhenium (I) bipyridyl N1=C(C=CC=C1)C1=NC=CC=C1.[Re+]